CN(C(OC=1C=NC=C(C1)Cl)=S)C O-[(5-chloro-3-pyridyl)] dimethylcarbamothioate